1-(9Z,12Z,15Z-octadecatrienoyl)-2-(9Z,12Z-heptadecadienoyl)-glycero-3-phosphoserine CCCC/C=C\C/C=C\CCCCCCCC(=O)O[C@H](COC(=O)CCCCCCC/C=C\C/C=C\C/C=C\CC)COP(=O)(O)OC[C@@H](C(=O)O)N